N1-(5-((2,3-dichlorophenyl)thio)-6-methylpyrazin-2-yl)butane-1,4-diamine ClC1=C(C=CC=C1Cl)SC=1N=CC(=NC1C)NCCCCN